CN(C)CCCOC1=CC=C(C=C1)C1=CC2=C(N=CC=3N2C(=NN3)C3CCOCC3)C=N1 N,N-dimethyl-3-(4-(1-(tetrahydro-2H-pyran-4-yl)pyrido[3,4-e][1,2,4]triazolo[4,3-a]pyrazin-8-yl)phenoxy)-1-propylamine